(4-bromo-2,5-dimethoxyphenethyl)-2,2,2-trifluoroacetamide BrC1=CC(=C(CCNC(C(F)(F)F)=O)C=C1OC)OC